FC1=CC=C2CC3(CCNCC3)C(C2=C1)N 6-fluoro-1,3-dihydrospiro[inden-2,4'-piperidin]-1-amine